NC=1N2C(C=3N(C(N(C3N1)CCN1CCN(CC1)C1=CC=C(C=C1)OCCOC)=O)C)=NN(C2=O)CC2=CC=CC=C2 5-Amino-2-benzyl-7-(2-{4-[4-(2-methoxy-ethoxy)-phenyl]-piperazin-1-yl}ethyl)-9-methyl-7,9-dihydro-2H-[1,2,4]triazolo[3,4-i]purine-3,8-dione